FC=1C(=CC=2C3=C(C=NC2C1)N(C(C31CN(C1)C(C(C)C)=O)=O)C)C=1C=C(C(=NC1)OCCNC(C)C)NS(=O)(=O)C N-(5-(7'-Fluoro-1-isobutyryl-3'-methyl-2'-oxo-2',3'-dihydrospiro[azetidine-3,1'-pyrrolo[2,3-c]quinolin]-8'-yl)-2-(2-(isopropylamino)ethoxy)pyridin-3-yl)methanesulfonamide